8-(cyclopropylmethyl)-6-((2,4-difluorophenyl)amino)-2-(methylsulfanyl)pyrido[2,3-d]pyrimidin-7(8H)-one C1(CC1)CN1C(C(=CC2=C1N=C(N=C2)SC)NC2=C(C=C(C=C2)F)F)=O